3-fluoro-4-(furo[3,2-c]pyridin-4-yl)-N-{trans-4-[(1-hydroxycyclopropyl)methoxy]cyclohexyl}benzamide FC=1C=C(C(=O)N[C@@H]2CC[C@H](CC2)OCC2(CC2)O)C=CC1C1=NC=CC2=C1C=CO2